tert-Butyl 4-cyclobutoxy-5,8-dihydropyrido[3,4-d]pyrimidine-7(6H)-carboxylate C1(CCC1)OC=1C2=C(N=CN1)CN(CC2)C(=O)OC(C)(C)C